(Z)-2-(benzo[d]thiazol-2(3H)-ylidene)-2-(2-((2-(pyridin-3-yl)ethyl)amino)pyrimidin-4-yl)acetonitrile S1\C(\NC2=C1C=CC=C2)=C(/C#N)\C2=NC(=NC=C2)NCCC=2C=NC=CC2